C(C1=CC=CC=C1)N1[C@H]2[C@@H](OCC1)CCN(C2)CC(C(=O)OC(C)(C)C)(C)C (cis)-tert-butyl 3-(4-benzylhexahydro-2H-pyrido[4,3-b][1,4]oxazin-6(7H)-yl)-2,2-dimethylpropanoate